[Cl-].C(CCCCCCCCCCCCCCCCC)(=O)[N+](C)(C)C N-stearoyltrimethylammonium chloride